(5-(2-chloro-3-fluorophenyl)pyrazin-2-yl)methanol ClC1=C(C=CC=C1F)C=1N=CC(=NC1)CO